C(C)(C)(C)OC(=O)N1C[C@@H]2N(C3=C(OC2)C=C(C=C3)N)CC1 (S)-8-amino-1,2,4a,5-tetrahydrobenzo[b]pyrazino[1,2-d][1,4]oxazine-3(4H)-carboxylic acid tert-butyl ester